1-(2-Methoxypyrimidin-5-yl)-1-((5-(trifluoromethyl)-1H-pyrazol-3-yl)methyl)-3-(6-(trifluoromethyl)pyridin-2-yl)urea COC1=NC=C(C=N1)N(C(=O)NC1=NC(=CC=C1)C(F)(F)F)CC1=NNC(=C1)C(F)(F)F